3-(methylpropenoyloxy)propyl-trimethoxysilane CC(C(=O)OCCC[Si](OC)(OC)OC)=C